COC(=O)C1NS(C2=C1C=C(C=C2)OC(F)(F)F)(=O)=O 5-trifluoromethoxy-2,3-dihydrobenzo[d]isothiazole-3-carboxylic acid methyl ester 1,1-dioxide